5-decyl-pentadecane-1,5-diol C(CCCCCCCCC)C(CCCCO)(CCCCCCCCCC)O